BrC1=CC(=C(C=C1)NS(=O)(=O)C1=CC=C(C=C1)C)C(=C)C1=CC=CC=C1 N-(4-bromo-2-(1-phenylvinyl)phenyl)-4-methylbenzenesulfonamide